C1(CC1)C=1C=C(C=C2C(=NC=NC12)N([C@@H](C)C=1N(N=CN1)C1=NC=CC=N1)C)C(F)(F)F 8-cyclopropyl-N-methyl-N-[(1S)-1-(2-pyrimidin-2-yl-1,2,4-triazol-3-yl)ethyl]-6-(trifluoromethyl)quinazolin-4-amine